NC1CCN(CC1)CCOCCC(=O)NC1=C(C(=O)NC=2N=NC(=CC2)OC)C=CC=C1 2-(3-(2-(4-Aminopiperidin-1-yl)ethoxy)propanamido)-N-(6-methoxypyridazin-3-yl)benzamide